5-(1-((3-ethyl-2-oxo-4-thioxo-1,2,3,4-tetrahydroquinazolin-7-yl)methyl)-4-hydroxypiperidin-4-yl)-N,6-dimethylpicolinamide C(C)N1C(NC2=CC(=CC=C2C1=S)CN1CCC(CC1)(O)C=1C=CC(=NC1C)C(=O)NC)=O